3-(2-hydroxyphenyl)-6-methylcoumarin OC1=C(C=CC=C1)C=1C(OC2=CC=C(C=C2C1)C)=O